4'-(isoxazol-3-yl)-5-(4-(4-(trifluoromethyl)phenyl)-1H-1,2,3-triazol-1-yl)-[1,1'-biphenyl]-3-carboxylic acid O1N=C(C=C1)C1=CC=C(C=C1)C1=CC(=CC(=C1)N1N=NC(=C1)C1=CC=C(C=C1)C(F)(F)F)C(=O)O